NC1=CC2=C(C=N1)C(CC2)NC([C@H](C)NC(=O)[C@@H]2NC[C@H](C2)CC2=CC=C(C=C2)F)=O (2R,4S)-N-((2S)-1-((3-amino-6,7-dihydro-5H-cyclopenta[c]pyridin-7-yl)amino)-1-oxopropan-2-yl)-4-(4-fluorobenzyl)pyrrolidine-2-carboxamide